N-((R)-1-(3-iodophenyl)ethyl)-2-phenylpiperidin-3-amine IC=1C=C(C=CC1)[C@@H](C)NC1C(NCCC1)C1=CC=CC=C1